2-imidazolylthioketone N1C(=NC=C1)C(=S)C=1NC=CN1